5-(3-isopropyl-5-((1-(2-(methylsulfonyl)ethyl)azetidin-3-yl)methyl)-1H-indol-2-yl)-1,3,4-trimethylpyridin-2(1H)-one C(C)(C)C1=C(NC2=CC=C(C=C12)CC1CN(C1)CCS(=O)(=O)C)C=1C(=C(C(N(C1)C)=O)C)C